C(C1=CC=CC=C1)(C1=CC=CC=C1)=NC(C#N)C1=NN=C(C2=CC=CC(=C12)Cl)[2H] 2-(benzhydrylideneamino)-2-(8-chloro-4-deuterio-phthalazin-1-yl)acetonitrile